FC1=C(N)C=C(C(=C1)C(F)(F)F)B1OC(C(O1)(C)C)(C)C 2-fluoro-5-(4,4,5,5-tetramethyl-1,3,2-dioxaborolan-2-yl)-4-(trifluoromethyl)aniline